FC1=C(OC2CC(C2)NC(CCCNC2=CC3=C(N=NN(C3=O)C3C(NC(CC3)=O)=O)C=C2)=O)C(=CC=C1F)C=1N=C(SC1)N1CCOCC1 N-((1r,3r)-3-(2,3-difluoro-6-(2-morpholinothiazol-4-yl)phenoxy)cyclobutyl)-4-((3-(2,6-dioxo-piperidin-3-yl)-4-oxo-3,4-dihydrobenzo[d][1,2,3]triazin-6-yl)amino)butanamide